mono-N-methyltryptamine CNCCC1=CNC2=CC=CC=C12